C(C1=CC=CC=C1)(=O)NC1=C2N=CN(C2=NC=N1)[C@@H]1O[C@@H](CN(C1)C(C1=CC=CC=C1)(C1=CC=CC=C1)C1=CC=CC=C1)COC(CCC(=O)O)=O 4-(((2S,6R)-6-(6-benzamido-9H-purin-9-yl)-4-tritylmorpholin-2-yl)methoxy)-4-oxobutanoic acid